potassium {1-[(tert-butoxy)carbonyl]-1H-pyrrol-2-yl}trifluoroboranuide C(C)(C)(C)OC(=O)N1C(=CC=C1)[B-](F)(F)F.[K+]